C(C)(SCC(NC1=CC=NC=C1)=O)=O S-(2-oxo-2-(pyridin-4-ylamino)ethyl) ethanethioate